N1(CCCC1)C(=O)C=1C(=NC=CC1)C1=CC=C(C=C1)C1=CNC2=NC=C(C=C21)C=2C=CC1=C(CC[C@H](CC1)N1C3COCC1C3)C2 6-[(7S)-2-(3-{4-[3-(Pyrrolidine-1-carbonyl)pyridin-2-yl]phenyl}-1H-pyrrolo[2,3-b]pyridin-5-yl)-6,7,8,9-tetrahydro-5H-benzo[7]annulen-7-yl]-3-oxa-6-azabicyclo[3.1.1]heptane